NC1C2CC(CC1CC2)C(=O)OC(C)C isopropyl 8-aminobicyclo[3.2.1]octane-3-carboxylate